3-(3,4-dimethoxybenzyl)-6-(2-hydroxypropoxy)-1-(tetrahydro-2H-pyran-4-yl)-quinazoline-2,4(1H,3H)-dione COC=1C=C(CN2C(N(C3=CC=C(C=C3C2=O)OCC(C)O)C2CCOCC2)=O)C=CC1OC